((3aR,4R,6R,6aR)-6-((Z)-4-(hydroxyimino)-2-oxo-3,4-dihydropyrimidin-1(2H)-yl)-2-oxotetrahydrofuro[3,4-d][1,3]dioxol-4-yl)methyl isobutyrate C(C(C)C)(=O)OC[C@H]1O[C@H]([C@@H]2OC(O[C@@H]21)=O)N2C(N\C(\C=C2)=N/O)=O